tert-butyl 4-[4-[8-chloro-7-[2-methyl-3-(2-trimethylsilylethoxymethyl)benzimidazol-5-yl]oxy-quinoxalin-2-yl]pyrazol-1-yl]-4-(2-ethoxy-2-oxo-ethyl)piperidine-1-carboxylate ClC=1C(=CC=C2N=CC(=NC12)C=1C=NN(C1)C1(CCN(CC1)C(=O)OC(C)(C)C)CC(=O)OCC)OC1=CC2=C(N=C(N2COCC[Si](C)(C)C)C)C=C1